FC1=CC=CC(=N1)N1C(N([C@H](C1)C#N)C1=CN=CC2=CC=CC=C12)=O (R)-1-(6-fluoropyridin-2-yl)-3-(isoquinolin-4-yl)-2-oxoimidazolidine-4-carbonitrile